6-(4-(tetrahydro-2H-pyran-4-yl)phenylphenyl)pyrazolo[1,5-a]pyridine-3-carbonitrile O1CCC(CC1)C1=CC=C(C=C1)C1=C(C=CC=C1)C=1C=CC=2N(C1)N=CC2C#N